methyl 2-bromo-4-[6-(dimethoxymethyl)-2-azaspiro[3.3]heptan-2-yl]benzoate BrC1=C(C(=O)OC)C=CC(=C1)N1CC2(C1)CC(C2)C(OC)OC